(7R,8aS)-7-(2,3-dichloro-6-hydroxyphenyl)-2-[1-(hydroxymethyl)cyclopropanecarbonyl]-hexahydropyrrolo[1,2-a]pyrazin-4-one ClC1=C(C(=CC=C1Cl)O)[C@H]1C[C@@H]2N(C(CN(C2)C(=O)C2(CC2)CO)=O)C1